(S)-(8-(2,4-dichlorophenyl)-9-(4-((1-(3-fluoropropyl) pyrrolidin-3-yl) oxy) phenyl)-6,7-dihydro-5H-benzo[7]annulen-3-yl) carbamate C(N)(OC1=CC2=C(C(=C(CCC2)C2=C(C=C(C=C2)Cl)Cl)C2=CC=C(C=C2)O[C@@H]2CN(CC2)CCCF)C=C1)=O